OCCC(=O)C=1C=C2CN(C(C2=CC1)=O)C1C(NC(CC1)=O)=O 3-(5-(3-hydroxypropionyl)-1-oxoisoindolin-2-yl)piperidine-2,6-dione